(S)-n-propylglutarimide C(CC)[C@@H]1C(=O)NC(CC1)=O